2,2'-ethylenebis(6-t-butyl-4-methylphenol) C(CC1=C(C(=CC(=C1)C)C(C)(C)C)O)C1=C(C(=CC(=C1)C)C(C)(C)C)O